[Br-].C(C1=CC=CC=C1)OCCC[P+](C1=CC=CC=C1)(C1=CC=CC=C1)C1=CC=CC=C1 (3-(benzyloxy)propyl)triphenylphosphonium bromide